4-fluoro-3-methoxy-1-methyl-6,7-dihydro-5H-cyclopenta[c]pyridine-6-carboxylic acid ethyl ester C(C)OC(=O)C1CC2=C(C(=NC(=C2F)OC)C)C1